C1(CCCC2=CC=CC=C12)N 1,2,3,4-tetrahydronaphthalene-1-amine